3,7,11,15-tetramethyl-hexadecyl methacrylate C(C(=C)C)(=O)OCCC(CCCC(CCCC(CCCC(C)C)C)C)C